C(C)(C)(C)OC(=O)N1[C@@H](C[C@H](C1)F)[C@H](C)OC1=CC(=NC(=N1)C#N)O[C@@H]1C[C@H](N(CC1)C(=O)OCC1=CC=CC=C1)CC#N benzyl (2R,4S)-4-({6-[(1S)-1-[(2S,4R)-1-[(tert-butoxy)carbonyl]-4-fluoropyrrolidin-2-yl]ethoxy]-2-cyanopyrimidin-4-yl}oxy)-2-(cyanomethyl)piperidine-1-carboxylate